C(C)(C)(C)OC(O)=O.C(OC(C)C)(OOO)=O isopropyl peroxyl carbonate tert-butyl-carbonate